3-(2-(3,4-dimethoxyphenyl)-3-ethyl-1H-indol-5-yl)-9-isopropyl-3,9-diazaspiro[5.5]undecane COC=1C=C(C=CC1OC)C=1NC2=CC=C(C=C2C1CC)N1CCC2(CC1)CCN(CC2)C(C)C